O=C(CC(=O)O)CCCCCCCCCCCCC 3-oxo-hexadecanoic acid